3-(4-(4-(hydroxymethyl)piperidin-1-yl)-2-methoxyphenyl)piperidine-2,6-dione OCC1CCN(CC1)C1=CC(=C(C=C1)C1C(NC(CC1)=O)=O)OC